CN1NC2=C(C=NC=C2C(=O)[O-])C1=C=O 2-methyl-3-carbonyl-1H-pyrazolo[4,3-c]pyridine-7-carboxylate